2-(8-methyl-3,8-diazabicyclo[3.2.1]Octane-3-yl)butanamide CN1C2CN(CC1CC2)C(C(=O)N)CC